C(C1=CC=CC=C1)OC(=O)NC(C(=O)OC)CNC(=O)C1=CC2=NC=C(C(=C2S1)C)C methyl 2-(((benzyloxy)carbonyl)amino)-3-(6,7-dimethylthieno[3,2-b]pyridine-2-carboxamido)propanoate